CC(CCC(=O)O)(C=C)O 4-methyl-4-hydroxy-5-hexenoic acid